NC=1C(=CC(=C(C1)C=1C=NC2=CC(=NC=C2C1)N(C)CC1=CC=C(C=C1)OC)Cl)F 3-(5-amino-2-chloro-4-fluorophenyl)-N-(4-methoxybenzyl)-N-methyl-1,6-naphthyridin-7-amine